2-(benzyloxy)naphthalen C(C1=CC=CC=C1)OC1=CC2=CC=CC=C2C=C1